C12CCC(C1NC1=CC(=CC(=N1)N1C(C3=CC=CC(=C3C1)C(F)(F)F)=O)C1(COC1)CC1=NN=CN1C)C2 2-(6-(bicyclo[2.1.1]hexan-5-ylamino)-4-(3-((4-methyl-4H-1,2,4-triazol-3-yl)methyl)oxetan-3-yl)pyridin-2-yl)-4-(trifluoromethyl)isoindolin-1-one